N4-[2-(4,4-dimethyl-1-piperidyl)phenyl]-N2,N2-dimethylthiophene-2,4-disulfonamide CC1(CCN(CC1)C1=C(C=CC=C1)NS(=O)(=O)C=1C=C(SC1)S(=O)(=O)N(C)C)C